indol-4-yl-boronic acid pinacol ester N1C=CC2=C(C=CC=C12)B1OC(C)(C)C(C)(C)O1